1-[6-chloro-2-(methylsulfanyl)-5-(pyridin-4-yl)pyrimidin-4-yl]-5-methoxy-1,2,3-benzotriazole ClC1=C(C(=NC(=N1)SC)N1N=NC2=C1C=CC(=C2)OC)C2=CC=NC=C2